O=C1C[C@@H](CC1)C(=O)O (R)-3-ketocyclopentanecarboxylic acid